Cl.FC(C1=NC=CC(=C1)C1=NOC(=N1)[C@@H](C)N)(F)F (1R)-1-[3-[2-(trifluoromethyl)-4-pyridinyl]-1,2,4-oxadiazol-5-yl]ethanamine hydrochloride